(S)-N-(6-(1-methyl-1H-pyrazol-4-yl)isoquinolin-3-yl)-2-morpholinylpropanamide CN1N=CC(=C1)C=1C=C2C=C(N=CC2=CC1)NC([C@H](C)N1CCOCC1)=O